OC1=C(C=CC=C1)C(=N)Cl hydroxybenzene-1-carbonimidoyl chloride